FC(C(=O)O)(F)F.O[C@@H]1C[C@H](N(C1)C(C)=O)CN1N=CC=2C1=NC(=NC2)NC2=C(C=C1CCN(CC1=C2)C)OC 1-((2S,4R)-4-hydroxy-2-((6-((6-methoxy-2-methyl-1,2,3,4-tetrahydroisoquinolin-7-yl)amino)-1H-pyrazolo[3,4-d]pyrimidin-1-yl)methyl)pyrrolidin-1-yl)ethan-1-one trifluoroacetate